N1=C(C=CC=C1)[C@@H]1NCC[C@@H]1C(=O)OCC cis-ethyl 2-(pyridin-2-yl)pyrrolidine-3-carboxylate